ClC1=CC=C(C(=N1)C1=CC2=C(OCCN2C(=O)OC(C)(C)C)C=N1)F tert-butyl 7-(6-chloro-3-fluoropyridin-2-yl)-1H,2H,3H-pyrido[3,4-b][1,4]oxazine-1-carboxylate